3,3,5-Trimethylhexyl acrylate C(C=C)(=O)OCCC(CC(C)C)(C)C